C(C)C1=NC2=CC=C(C(=C2NC1=O)F)C(N1CCN(CC1)C=1C=CC(=NC1)C(=O)[O-])([2H])[2H] 5-(4-((2-Ethyl-5-fluoro-3-oxo-4H-quinoxalin-6-yl)methyl-d2)piperazin-1-yl)picolinate